COC1=CC2=CC=C(C=C2C=C1)CC=C 2-methoxy-6-(2-propenyl)-naphthalene